(3-(4-bromophenyl)-5-methylisoxazol-4-yl)methanol copper-lead-tin [Sn].[Pb].[Cu].BrC1=CC=C(C=C1)C1=NOC(=C1CO)C